(R)-3-(6-(6-(2-(ethyl (isopropyl) carbamoyl)-4-fluorophenoxy)-1,2,4-triazin-5-yl)-2,6-diazaspiro[3.4]oct-2-yl)-4-methylpentylmethanesulfonate Dimethyl-(4-hydroxybutyl)phosphonate COP(OC)(=O)CCCCO.C(C)N(C(=O)C1=C(OC2=C(N=CN=N2)N2CC3(CN(C3)[C@H](CCCS(=O)(=O)O)C(C)C)CC2)C=CC(=C1)F)C(C)C